1,2-thiazolidine 1-oxide S1(NCCC1)=O